methyl 5-oxo-5,6-dihydro-1,6-naphthyridine-2-carboxylate O=C1C=2C=CC(=NC2C=CN1)C(=O)OC